2,4,6,8,10,12,14,16-heptadecaoctaenoic acid ethyl ester C(C)OC(C=CC=CC=CC=CC=CC=CC=CC=C)=O